The molecule is a lathyrane diterpenoid isolated from the roots of Euphorbia micractina. It is a lathyrane diterpenoid, a cinnamate ester and a tertiary alpha-hydroxy ketone. C[C@H]1C[C@]2([C@H]([C@H]1OC(=O)/C=C/C3=CC=CC=C3)/C=C(/CC[C@H]4[C@H](C4(C)C)/C=C(/C2=O)\\C)\\C)O